FC=1C(=C(C=NC1C#C[Si](C(C)C)(C(C)C)C(C)C)C1=C(C2=C(N=CN=C2C)N1C)I)C 6-(5-fluoro-4-methyl-6-((triisopropylsilyl)ethynyl)pyridin-3-yl)-5-iodo-4,7-dimethyl-7H-pyrrolo[2,3-d]pyrimidine